6-(benzyloxy)-3-(3,4-dimethoxybenzyl)-7-fluoro-1-(tetrahydro-2H-pyran-4-yl)quinazoline-2,4(1H,3H)-dione C(C1=CC=CC=C1)OC=1C=C2C(N(C(N(C2=CC1F)C1CCOCC1)=O)CC1=CC(=C(C=C1)OC)OC)=O